FC(C1=CC=C(C=C1)C1=NNC(C2=C1C=NS2)=O)(F)F 4-(4-(trifluoromethyl)phenyl)isothiazolo[4,5-d]pyridazin-7(6H)-one